(E)-2-chloroethanesulfonic acid ClCCS(=O)(=O)O